ClC1=C(C=CC(=C1)C(F)(F)F)N1C(SC2=C1C=CC(=C2)OC(C(=O)O)C)=O 2-(3-(2-chloro-4-(trifluoromethyl)phenyl)-2-oxo-2,3-dihydrobenzothiazol-6-yloxy)propionic acid